O.O.C(CCCCCCC)OC(=O)NC=1C=C(C(C(=O)[O-])=CC1)O.C(CCCCCCC)OC(=O)NC=1C=C(C(C(=O)[O-])=CC1)O.[Zn+2].COC1=NC(=CC=C1)CCCOC1OCCCC1 2-Methoxy-6-(3-((tetrahydro-2H-pyran-2-yl)oxy)propyl)pyridine zinc bis[4-(octyloxycarbonylamino)salicylate] dihydrate